3-(1'-(4-(difluoromethoxy)benzyl)-6-oxo-6,8-dihydro-2H,7H-spiro[furo[2,3-e]isoindole-3,4'-piperidin]-7-yl)piperidine-2,6-dione FC(OC1=CC=C(CN2CCC3(CC2)COC2=C4CN(C(C4=CC=C23)=O)C2C(NC(CC2)=O)=O)C=C1)F